perfluoro-2-methylene-4-methyl-1,3-dioxolane FC1(OC(OC1(F)F)=C(F)F)C(F)(F)F